3-((5-Bromo-2-hydroxyphenyl)sulfonamido)-2-hydroxy-N-(2-morpholinoethyl)-(trifluoromethoxy)benzamide BrC=1C=CC(=C(C1)S(=O)(=O)NC=1C(=C(C(=O)NCCN2CCOCC2)C=CC1OC(F)(F)F)O)O